1-{[6-(Cyclohexyloxy)-1,3-dimethyl-3,4-dihydro-2-naphthalenyl]methyl}-3-azetidinecarboxylic acid C1(CCCCC1)OC=1C=C2CC(C(=C(C2=CC1)C)CN1CC(C1)C(=O)O)C